(E)-2-methoxy-4-((8-methylnon-6-yl)methyl)phenyl(tert-butoxycarbonyl)glycine COC1=C(C=CC(=C1)CC(CCCCC)CC(C)C)N(CC(=O)O)C(=O)OC(C)(C)C